N1N=CC2=CC(=CC=C12)C=1C=CC=2N(C3=CC=C(C=C3OC2C1)C=1C=C2C=NNC2=CC1)CCCCN1CCOCC1 3,7-di(1H-indazol-5-yl)-10-(4-morpholinobutyl)-10H-phenoxazine